3-(2-Hydroxy-4-dimethoxyaminophenyl)-3-(2-methoxy-5-chlorophenyl)phthalide OC1=C(C=CC(=C1)N(OC)OC)C1(OC(=O)C2=CC=CC=C12)C1=C(C=CC(=C1)Cl)OC